N(=O)N(C1=CC=CC2=CC=CC=C12)C1=CC=CC2=CC=CC=C12 N-nitrosodinaphthyl-amine